C[C@H]1N(CCC1)CC(=O)NC=1N=CC2=CC=C(C=C2C1)C1=CN=CO1 (R)-2-(2-methylpyrrolidin-1-yl)-N-(6-(oxazol-5-yl)isoquinolin-3-yl)acetamide